NC=1C=C(C(=O)OC)C=C(C1C)F methyl 3-amino-5-fluoro-4-methylbenzoate